2-((1S,2S)-1-(2-cyanophenyl)-1-(1-methyl-1H-1,2,4-triazol-3-yl)propan-2-yl)-5-hydroxy-N-(isoxazol-4-yl)-1-methyl-6-oxo-1,6-dihydropyrimidine-4-carboxamide C(#N)C1=C(C=CC=C1)[C@H]([C@H](C)C=1N(C(C(=C(N1)C(=O)NC=1C=NOC1)O)=O)C)C1=NN(C=N1)C